CS=C(N(CC)CC)O.O[C@H]1CN(CC1)C(C)=O (R)-1-(3-hydroxypyrrolidin-1-yl)ethanone S-Methyl-N,N-Diethylthiocarbamate